5-amino-N-{2-[3-(1,1-difluoro-2-methoxyethyl)-4-(methylamino)pyrrolidin-1-yl]-5,6,7,8-tetrahydroquinolin-6-yl}-2-methylthieno[2,3-d]pyrimidine-6-carboxamide NC1=C(SC=2N=C(N=CC21)C)C(=O)NC2CC=1C=CC(=NC1CC2)N2CC(C(C2)NC)C(COC)(F)F